[O-]O.C1(=CC=CC=C1)C(C)C.C1(=CC=CC=C1)C(C)C di-cumene hydroperoxide